6-benzyl-1,8-dimethyl-2,3-diazabicyclo[3.2.2]nonane-7,9-dione C(C1=CC=CC=C1)C1C2CNNC(C1=O)(C(C2=O)C)C